C1(CC1)C=1C(=NC=NC1)OCC(C(=O)N[C@H]1CN(CC1)C)(C)C (R)-3-((5-cyclopropyl-pyrimidin-4-yl)oxy)-2,2-dimethyl-N-(1-methylpyrrolidin-3-yl)propanamide